N1(N=CC=C1)C1=CC=C(C=C1)C1=NOC(=N1)C(F)(F)F 3-(4-(1H-pyrazol-1-yl)phenyl)-5-(trifluoromethyl)-1,2,4-oxadiazole